methyloctahydro-1,6-naphthyridin CN1CCCC2CNCC=C12